N4-benzoyl-cytidine triphosphate P(O)(=O)(OP(=O)(O)OP(=O)(O)O)OC[C@@H]1[C@H]([C@H]([C@@H](O1)N1C(=O)N=C(NC(C2=CC=CC=C2)=O)C=C1)O)O